2-(5-Fluoro-3-methylindolin-3-yl)acetic acid methyl ester COC(CC1(CNC2=CC=C(C=C12)F)C)=O